(S)-N-(4-(2-Fluoroacetimidamido)-1-(5-(3-fluorophenyl)oxazol-2-yl)butyl)-3,5-dimethoxy-2-naphthamide FCC(NCCC[C@@H](C=1OC(=CN1)C1=CC(=CC=C1)F)NC(=O)C1=CC2=CC=CC(=C2C=C1OC)OC)=N